NC1CN(C1)C1=CC2=C(N=C(N=C2N[C@H](C)C2=C(C(=CC=C2)C(F)F)F)C)N=C1 (R)-6-(3-aminoazetidin-1-yl)-N-(1-(3-(difluoromethyl)-2-fluorophenyl)ethyl)-2-methylpyrido[2,3-d]pyrimidin-4-amine